ClC=1C=C(C=C(C1)S(=O)(=O)C)NC(=O)C1=CN(C(=C1)C)C1=NC=C(C=N1)N1CC2(C1)CC(C2)(F)F N-(3-chloro-5-(methylsulfonyl)phenyl)-1-(5-(6,6-difluoro-2-azaspiro[3.3]hept-2-yl)pyrimidin-2-yl)-5-methyl-1H-pyrrole-3-carboxamide